C(CS)(=O)OC(C1=CC=CC=C1)(C1=CC=CC=C1)C1=CC=CC=C1 trityl thioglycolate